2-Methyl-5-[5-(piperazin-1-yl)[1,3]thiazolo[5,4-d][1,3]thiazol-2-yl]-2H-indazol-7-carbonitril CN1N=C2C(=CC(=CC2=C1)C=1SC=2N=C(SC2N1)N1CCNCC1)C#N